COC=1C=CC2=C(NC(=N2)S)C1 6-methoxy-1H-1,3-benzodiazole-2-thiol